C(C1=CC=CC=C1)N(CC1=CC=CC=C1)[SiH2]C=C(C)C (dibenzylamino)(dimethyl)vinylsilane